CC=1C=C2SCC=C2C1 2-Methyl-6-thiapentalen